ONC(=N)C1=CC=C(CNC([C@H](C)NC([C@@H](CCC2=CC=CC=C2)NC(OC(C)(C)C)=O)=O)=O)C=C1 tert-butyl ((R)-1-(((S)-1-((4-(N-hydroxycarbamimidoyl)benzyl)amino)-1-oxopropan-2-yl)amino)-1-oxo-4-phenylbutan-2-yl)carbamate